6-(4-chloro-2,6-difluorophenyl)-1-oxa-6-azaspiro[2.5]octane ClC1=CC(=C(C(=C1)F)N1CCC2(CO2)CC1)F